Br.C(C)N Ethylamine HBr salt